2-(1-(4-(5-((3S,4S)-4-amino-3-methyl-2-oxa-8-azaspiro[4.5]decan-8-yl)-6-(hydroxymethyl)pyrazin-2-ylthio)-3-chloropyridin-2-yl)pyrrolidin-2-yl)acetonitrile N[C@@H]1[C@@H](OCC12CCN(CC2)C=2N=CC(=NC2CO)SC2=C(C(=NC=C2)N2C(CCC2)CC#N)Cl)C